6-chloro-N-[(1S)-1-[2-(6-methoxypyridazin-3-yl)-1,2,4-triazol-3-yl]ethyl]-8-(trifluoromethylsulfonyl)quinazolin-4-amine ClC=1C=C2C(=NC=NC2=C(C1)S(=O)(=O)C(F)(F)F)N[C@@H](C)C=1N(N=CN1)C=1N=NC(=CC1)OC